2-methyl-5-(2,2,2-trifluoroacetyl)cyclopentanone CC1C(C(CC1)C(C(F)(F)F)=O)=O